2-(1-(5-ethylpyrimidin-2-yl)piperidin-4-yl)ethan-1-ol benzyl-(2S,5S)-2,5-dimethyl-4-oxo-piperidine-1-carboxylate C(C1=CC=CC=C1)[C@@]1(N(C[C@@H](C(C1)=O)C)C(=O)OCCC1CCN(CC1)C1=NC=C(C=N1)CC)C